3,7-dihydroxyl-2,4-dimethoxyphenanthrene OC=1C(=CC=2C=CC3=CC(=CC=C3C2C1OC)O)OC